ClC=1C=C(C=C(C1)C#N)C(C)(C)C1=CC=C(OCC2=NC(=NC=C2)N2CCN(CC2)C2CCN(CC2)C2CCC3(CN(C3)C(=O)OC(C)(C)C)CC2)C=C1 tert-butyl 7-(4-(4-(4-((4-(2-(3-chloro-5-cyanophenyl)propan-2-yl)phenoxy)methyl)pyrimidin-2-yl)piperazin-1-yl)piperidin-1-yl)-2-azaspiro[3.5]nonane-2-carboxylate